Methyl 4-amino-3-{[(1-ethyl-1H-imidazol-5-yl)methyl]amino}benzoate NC1=C(C=C(C(=O)OC)C=C1)NCC1=CN=CN1CC